2-(diethylamino-oxy)-N,N-diethyl-acetamide C(C)N(OCC(=O)N(CC)CC)CC